CC12C(NCC1)CN(C2)C 3a,5-Dimethyloctahydropyrrolo[3,4-b]pyrrole